N,N-dibenzyl-5-fluoro-4-iodo-2-methoxyaniline C(C1=CC=CC=C1)N(C1=C(C=C(C(=C1)F)I)OC)CC1=CC=CC=C1